FC1=CC=C(C=C1)S(=O)(=O)N1[C@@H](C[C@H](C1)C1=CC=CC=C1)C1=NC(=NO1)CNC(OC(C)(C)C)=O tert-butyl ((5-((2S,4S)-1-((4-fluorophenyl) sulfonyl)-4-phenylpyrrolidin-2-yl)-1,2,4-oxadiazol-3-yl) methyl)carbamate